4-Methyl-phenyl-boronic acid CC1=CC=C(C=C1)B(O)O